N-[(2-Amino-3-pyridyl)sulfonyl]-6-(o-tolyl)-2-[(4S)-2,2,4-trimethylpyrrolidin-1-yl]pyridin-3-carboxamid NC1=NC=CC=C1S(=O)(=O)NC(=O)C=1C(=NC(=CC1)C1=C(C=CC=C1)C)N1C(C[C@@H](C1)C)(C)C